C(N1N=CC(=C1)C=1C=C(C(=NC1)C1=CN=C(N=N1)N(C1CC(NC(C1)(C)C)(C)C)C)O)([2H])([2H])[2H] 5-[1-(2H3)methyl-1H-pyrazol-4-yl]-2-{3-[methyl-(2,2,6,6-tetramethylpiperidin-4-yl)amino]-1,2,4-triazin-6-yl}pyridin-3-ol